2-(5-chloro-2-fluorophenyl)-5-amino-4-hydroxy-3(2H)-furanone ClC=1C=CC(=C(C1)C1OC(=C(C1=O)O)N)F